FC1=CC=C(C=C1)C1=NN2C(COC(C2C)C)=C1C1=C2C(=NC=C1)NN=C2 (6x-r,7x-r)-2-(4-fluorophenyl)-6,7-dimethyl-3-(1H-pyrazolo[3,4-b]pyridin-4-yl)-6,7-dihydro-4H-pyrazolo[5,1-c][1,4]oxazine